COC(=O)C1(C(N(C2=CC(=C(C=C12)Cl)C(=O)OC)C)=O)C 5-chloro-1,3-dimethyl-2-oxoindoline-3,6-dicarboxylic acid dimethyl ester